NC1=NC=2C=NC(=CC2C2=C1COC2)C(=O)N2[C@H](C[S@](CC2)=O)C2=CC=C(C=C2)C(F)(F)F (4-amino-1,3-dihydrofuro[3,4-c][1,7]naphthyridin-8-yl)((1S,3S)-1-oxo-3-(4-(trifluoromethyl)phenyl)-4-thiomorpholinyl)methanone